OCC=1N=C(C(=NC1)NC1=NNC(=C1)[C@@H]1C[C@@H](CC1)N(C([O-])=O)C1(CC1)C)C (1R,3S)-3-(3-((5-(hydroxymethyl)-3-methylpyrazin-2-yl)amino)-1H-pyrazol-5-yl)cyclopentyl(1-methylcyclopropyl)carbamate